CC1=CC=C(C=C1)S(=O)(=O)[O-].OCC[N+](C)(CCCCCCCC)CCO bis-(2-hydroxyethyl)-octyl-methyl-Ammonium p-toluenesulfonate